(S)-5-((2-oxa-6-azaspiro[3.3]heptan-6-yl)methyl)-N-(3-((4-(4-aminopyrimidin-2-yl)-1,3-dimethyl-1H-pyrazol-5-yl)oxy)butyl)-6'-chloro-3-fluoro-[2,3'-bipyridin]-4'-amine C1OCC12CN(C2)CC=2C=C(C(=NC2)C=2C=NC(=CC2NCC[C@H](C)OC2=C(C(=NN2C)C)C2=NC=CC(=N2)N)Cl)F